Formic acid, triphenyl-(10-(2,3,4,5-tetramethoxy-6-methylphenyl)decyl)phosphonium salt C1(=CC=CC=C1)[P+](CCCCCCCCCCC1=C(C(=C(C(=C1C)OC)OC)OC)OC)(C1=CC=CC=C1)C1=CC=CC=C1.C(=O)[O-]